4-(4-((1S,5R)-3-benzyl-5-(trifluoromethyl)-3-azabicyclo[3.1.0]hex-1-yl)-1H-1,2,3-triazol-1-yl)piperidine-1-carboxylic acid tert-butyl ester C(C)(C)(C)OC(=O)N1CCC(CC1)N1N=NC(=C1)[C@@]12CN(C[C@]2(C1)C(F)(F)F)CC1=CC=CC=C1